COC(CC(=O)C12C3C4C5(C(C14)C2C53)C=5OC=C(N5)C(=O)OC)=O Methyl 2-((2r,3R,4r,5S)-4-(3-methoxy-3-oxopropanoyl)cuban-1-yl)oxazole-4-carboxylate